C1(CCCC1)(CC(=O)N1CCCC1)CC(=O)N1CCCC1 2,2'-(cyclopentane-1,1-diyl)bis(1-(pyrrolidin-1-yl)ethan-1-one)